2-(2-((4,4-Difluorocyclohexyl)amino)ethoxy)ethan-1-ol FC1(CCC(CC1)NCCOCCO)F